C(C)(=O)N[C@@](C=O)(O)[C@@H](O)C[C@H](O)CO 4-deoxy-2-acetamidoglucose